2-butyl-4-ethyl-5-formyl-1H-pyrrole-3-carboxylic acid methyl ester COC(=O)C1=C(NC(=C1CC)C=O)CCCC